2-methyl-N-[3-chloro-4-[4-(piperidine-4-carbonyl)piperazine-1-carbonyl]phenyl]-5-(2,3,5-trifluoro-4-methoxy-phenyl)imidazole CC=1N(C(=CN1)C1=C(C(=C(C(=C1)F)OC)F)F)C1=CC(=C(C=C1)C(=O)N1CCN(CC1)C(=O)C1CCNCC1)Cl